ClC1=C(C=C(C=C1)C1=CN(C2=NC(=CC=C21)C(=O)N2C(CN(CC2)C2=NC(=C(C(=O)OC)C(=C2)C)C)(C)C)CC2=NC=C(C=C2)C)F methyl 6-(4-(3-(4-chloro-3-fluorophenyl)-1-((5-methylpyridin-2-yl)methyl)-1H-pyrrolo[2,3-b]pyridine-6-carbonyl)-3,3-dimethylpiperazin-1-yl)-2,4-dimethylnicotinate